trans-flavone O1C(=CC(=O)C2=CC=CC=C12)C1=CC=CC=C1